1-hydroxy-2-hydroxymethyl-9,10-anthraquinone OC1=C(C=CC=2C(C3=CC=CC=C3C(C12)=O)=O)CO